N1(CCCCC1)CCOC([C@H](CCC(C=[N+]=[N-])=O)NC([C@H](C)OC)=O)=O.BrC1=C(C(=CC(=C1)OCOC)Cl)[C@H]1[C@H](C1)C Cis-1-bromo-3-chloro-5-(methoxymethoxy)-2-(2-methylcyclopropyl)benzene 2-(piperidin-1-yl)ethyl-(S)-6-diazo-2-((S)-2-methoxypropanamido)-5-oxohexanoate